COC(=O)N1[C@H](CCC2=C3C(=CC=C12)N(C(=N3)CC[C@H]3COCC3)C3CCCCC3)C (1R,3R)-3-((S)-6-(Methoxycarbonyl)-7-methyl-2-(2-((S)-tetrahydrofuran-3-yl)ethyl)-6,7,8,9-tetrahydro-3H-imidazo[4,5-f]chinolin-3-yl)cyclohexan